C(C)(C)(C)OC[C@@H]1CCC2=CCCN12 (3S,7aS)-3-(tert-Butoxymethyl)tetrahydro-1H-pyrrolizin